N1(CCC=C1)C(=O)[O-] 2,3-dihydropyrrole-1-carboxylate